COC([C@H](CC1=CC=C(C=C1)N1C(N(C2=C1C(=CC=C2)F)C2CC2)=O)N)=O (S)-2-amino-3-(4-(3-cyclopropyl-7-fluoro-2-oxo-2,3-dihydro-1H-benzo[d]imidazol-1-yl)phenyl)propionic acid methyl ester